S1C(=CC=2OCCCC21)C(=O)OCC ethyl 6,7-dihydro-5H-thieno[3,2-b]pyran-2-carboxylate